O1C(=CC2=C1C=CC=C2)C(=CCC=2NC1=C(N2)C=CC=C1)C=1OC2=C(C1)C=CC=C2 (3,3-bis(benzofuran-2-yl)allyl)-benzimidazole